(S)-3-(1-oxo-6-(piperidin-4-yl)isoindolin-2-yl)piperidine-2,6-dione O=C1N(CC2=CC=C(C=C12)C1CCNCC1)[C@@H]1C(NC(CC1)=O)=O